N-(4-(1-(2-cyanoacetyl)-1,2,3,6-tetrahydropyridin-4-yl)-5-methyl-1H-pyrrolo[2,3-b]pyridin-6-yl)cyclopropylcarboxamide C(#N)CC(=O)N1CCC(=CC1)C1=C2C(=NC(=C1C)NC(=O)C1CC1)NC=C2